Racemic-6-(3-(2-(2,2-difluoro-1-(5-methoxypyridin-3-yl)ethoxy)acetyl)-3,8-diazabicyclo[3.2.1]octan-8-yl)nicotinonitrile FC(C(OCC(=O)N1CC2CCC(C1)N2C2=NC=C(C#N)C=C2)C=2C=NC=C(C2)OC)F